C(CCCCCCCCCCCCS)S 1,13-tridecanedithiol